N-(3-((2-(dimethylamino)ethyl)carbamoyl)-4-fluorobenzyl)-6'-fluoro-4'-oxo-3',4'-dihydro-1'h-spiro[piperidine-4,2'-quinoline]-1-carboxamide CN(CCNC(=O)C=1C=C(CNC(=O)N2CCC3(NC4=CC=C(C=C4C(C3)=O)F)CC2)C=CC1F)C